[C@H]12CN(C[C@H](CC1)N2)C=2C1=C(N=C(N2)OCC23CCCN3CC(C2)=CC)C(=C(N=C1)C1=CC=CC2=CC=C(C(=C12)C#C)F)F 4-((1R,5S)-3,8-diazabicyclo[3.2.1]octan-3-yl)-2-((2-ethylidenetetrahydro-1H-pyrrolizin-7a(5H)-yl)methoxy)-7-(8-ethynyl-7-fluoronaphthalen-1-yl)-8-fluoropyrido[4,3-d]pyrimidine